O1-tert-butyl O2-methyl (2R,4R)-4-methoxypyrrolidine-1,2-dicarboxylate CO[C@@H]1C[C@@H](N(C1)C(=O)OC(C)(C)C)C(=O)OC